C(C)NC1=C(C=CC=C1)CNN N-ethyl-2-(hydrazineylmethyl)aniline